[OH-].C[N+](CCO)(CCO)CCO Monomethyl-tris(2-hydroxyethyl)ammonium hydroxide